ClC1=NC(=CC=C1CC#N)Cl (2,6-Dichloro-3-pyridinyl)acetonitrile